BrC=1C=C(C(=NC1)N(CC1=CC=C(C=C1)OC)CC1=CC=C(C=C1)OC)C(C)OC 5-bromo-N,N-bis(4-methoxybenzyl)-3-(1-methoxyethyl)pyridin-2-amine